COC1CCC(CC1)C[C@@H]1CC[C@@H](N1)C(=O)OC Methyl (2R,5S)-5-(((1r,4S)-4-methoxycyclohexyl)methyl)pyrrolidine-2-carboxylate